1-[4,5-difluoro-2-(2,2,2-trifluoroethoxy)phenyl]-2-oxo-N-[6-(1,1,3,3-tetrafluoro-2-hydroxypropan-2-yl)pyridin-3-yl]-1,2-dihydropyridine-3-carboxamide FC1=CC(=C(C=C1F)N1C(C(=CC=C1)C(=O)NC=1C=NC(=CC1)C(C(F)F)(C(F)F)O)=O)OCC(F)(F)F